3-(benzyloxy)propan-1-ol butyl-((trans-3-hydroxycyclobutyl)methyl)carbamate C(CCC)N(C(=O)OCCCOCC1=CC=CC=C1)C[C@@H]1C[C@H](C1)O